ditetrazole disodium salt [Na].[Na].N1N=NN=C1.N1N=NN=C1